[Br].BrCC(=O)C=1C(=NC=C(C1)Br)F 2-bromo-1-(5-bromo-2-fluoropyridin-3-yl)ethan-1-one Bromine